N-((4'-fluoro-3-(1-methyl-1H-1,2,3-triazol-4-yl)-[1,1'-biphenyl]-4-yl)methyl)acrylamide FC1=CC=C(C=C1)C1=CC(=C(C=C1)CNC(C=C)=O)C=1N=NN(C1)C